COC=1C=C(C=C(C1OC)OC)CCN 3,5-dimethoxy-4-methoxyphenylethylamine